Dibutyl 9,9'-((5-(2-(4-(2-((4-(bis(2-hydroxy-9-(isopentyloxy)-9-oxononyl)-amino)butyl)disulfaneyl)ethyl)piperazin-1-yl)ethoxy)-5-oxopentyl)azanediyl)-bis(8-hydroxynonanoate) OC(CN(CCCCSSCCN1CCN(CC1)CCOC(CCCCN(CC(CCCCCCC(=O)OCCCC)O)CC(CCCCCCC(=O)OCCCC)O)=O)CC(CCCCCCC(OCCC(C)C)=O)O)CCCCCCC(=O)OCCC(C)C